C(C=CC)S crotyl mercaptan